2-[2-[(6-bromo-2-pyridinyl)oxymethyl]-5-cyano-phenyl]-2,2-difluoro-acetic acid BrC1=CC=CC(=N1)OCC1=C(C=C(C=C1)C#N)C(C(=O)O)(F)F